(S)-benzyl (1-hydroxypropan-2-yl)carbamate OC[C@H](C)NC(OCC1=CC=CC=C1)=O